C(C)(C)C1=CNC=C1C(C)C 3,4-diisopropylpyrrole